BrC1=CC=C(OC[C@@H]2COC[C@@](O2)(C)CF)C=C1 (2S,6S)-6-((4-bromophenoxy)methyl)-2-(fluoromethyl)-2-methyl-1,4-dioxan